1-bromo-2-(methoxymethoxy)ethane BrCCOCOC